Methyl 4-[4-(1-ethyl-4-oxo-2,3-dihydroquinazolin-2-yl)-1H-pyrazol-3-yl]benzoate C(C)N1C(NC(C2=CC=CC=C12)=O)C=1C(=NNC1)C1=CC=C(C(=O)OC)C=C1